propaneamine C(CC)N